C(CCC)OC([C@H](C)NP(=O)(OC1=CC=CC2=CC=CC=C12)C(C=1C=CC2=C(C=C(S2)C(=O)O)C1)(F)F)=O 5-[({[(2S)-1-butoxy-1-oxopropan-2-yl]amino}(naphthalen-1-yloxy)phosphoryl)difluoromethyl]-1-benzothiophene-2-carboxylic acid